CC=1C=CC=2N(C1)N=C(C2)[C@H]2N(CCC1=C2N=CN1)C(=O)C1=CN=CO1 (S)-(4-(6-methylpyrazolo[1,5-a]pyridin-2-yl)-6,7-dihydro-1H-imidazo[4,5-c]pyridin-5(4H)-yl)(oxazol-5-yl)methanone